2-chloro-4-((trifluoromethyl)thio)aniline ClC1=C(N)C=CC(=C1)SC(F)(F)F